3'-deoxyuridine-5'-triphosphate P(O)(=O)(OP(=O)(O)OP(=O)(O)O)OC[C@@H]1C[C@H]([C@@H](O1)N1C(=O)NC(=O)C=C1)O